BrC1=C2C=CN(C2=CC(=C1)COC(=O)OC(C)(C)C)C(=O)OC(C)(C)C tert-butyl 4-bromo-6-((tert-butoxycarbonyl)oxymethyl)-1H-indole-1-carboxylate